tri(4-ethyl-1-hexyl) citrate C(CC(O)(C(=O)OCCCC(CC)CC)CC(=O)OCCCC(CC)CC)(=O)OCCCC(CC)CC